CN(C=1C=C2C(=CN(C(C2=CN1)=O)C)C1=CC(=C(C=O)C(=C1)OC)OC)C 4-[6-(dimethylamino)-2-methyl-1-oxo-2,7-naphthyridin-4-yl]-2,6-dimethoxybenzaldehyde